3,3-DIMETHYLBUT-1-YLISOCYANIDE CC(CC[N+]#[C-])(C)C